6,7-dimethoxy-N-(4-methoxyphenyl)-N-methyl-4-trifluoromethylquinazolin-2-amine COC=1C=C2C(=NC(=NC2=CC1OC)N(C)C1=CC=C(C=C1)OC)C(F)(F)F